C1(CCCCC1)CN1CC(C1)(C(=O)N(C1=CC(=CC=C1)F)CC1=NC=C(C=C1)C=1OC(=NN1)C(F)F)F 1-(cyclohexylmethyl)-N-((5-(5-(difluoromethyl)-1,3,4-oxadiazol-2-yl)pyridin-2-yl)methyl)-3-fluoro-N-(3-fluorophenyl)azetidine-3-carboxamide